(3-pyridyl)chloromethyl-sulfonamide N1=CC(=CC=C1)NS(=O)(=O)CCl